C(C1=CC=CC=C1)OC1=NC(=CC=C1C1=NN(C2=CC(=C(C=C12)F)C1CCN(CC1)C[C@@H]1[C@@H](CN(CC1)C(=O)OC(C)(C)C)F)C)O tert-butyl (3S,4R)-4-((4-(3-(2-(benzyloxy)-6-hydroxypyridin-3-yl)-5-fluoro-1-methyl-1H-indazol-6-yl)piperidin-1-yl)methyl)-3-fluoropiperidine-1-carboxylate